[C@@H]1([C@@H](CCCC1)N(CC(=O)O)CC(=O)O)N(CC(=O)O)CC(=O)O 2,2',2'',2'''-[(1R,2R)-1,2-cyclohexanediyldi-nitrilo]tetraacetic acid